6-[2-[(3-fluorooxetan-3-yl)methoxy]pyrimidin-5-yl]-2,3-dihydro-pyridazin-3-one FC1(COC1)COC1=NC=C(C=N1)C=1C=CC(NN1)=O